CC1=NN(C=C1NC1=NC=C(C(=N1)NCCCN1C(CCCC1)=O)C(F)(F)F)[C@H]1CN(CC1)C |r| rac-(R)-1-(3-((2-((3-Methyl-1-(1-methylpyrrolidin-3-yl)-1H-pyrazol-4-yl)amino)-5-(trifluoromethyl)pyrimidin-4-yl)amino)propyl)piperidin-2-on